C(C1CO1)OCCC[Si](OCC)(CC)CC 3-glycidoxypropyldiethylethoxysilane